6-(3-isopropyl-5-(2,6-diazaspiro[3.3]hept-2-yl)-1H-pyrrolo[3,2-b]pyridin-2-yl)-7,8-dimethyl-[1,2,4]triazolo[1,5-a]pyridine C(C)(C)C1=C(NC=2C1=NC(=CC2)N2CC1(C2)CNC1)C=1C(=C(C=2N(C1)N=CN2)C)C